NC=1C(NOC1)=O (4R)-4-amino-1,2-oxazolin-3-one